ethylenebis(dithiocarbamic acid) diammonium [NH4+].[NH4+].C(CNC(S)=S)NC(S)=S